(E)-N-(1-(1H-imidazol-1-yl)-3-phenylpropan-2-yl)-3-(naphthalen-2-yl)acrylamide N1(C=NC=C1)CC(CC1=CC=CC=C1)NC(\C=C\C1=CC2=CC=CC=C2C=C1)=O